C[Si]1(CCC(CC1)NC(=O)C1=CC=2C(=NC(=CC2F)C)N1)C N-(1,1-dimethylsilinan-4-yl)-4-fluoro-6-methyl-1H-pyrrolo[2,3-b]pyridine-2-carboxamide